dodecylethyl-dimethoxysilane C(CCCCCCCCCCC)[Si](OC)(OC)CC